1-([1,1'-biphenyl]-4-yl)-9H-carbazole C1(=CC=C(C=C1)C1=CC=CC=2C3=CC=CC=C3NC12)C1=CC=CC=C1